COC=1C=C(C=CC1)C=1C=CC=C2C(=NC(=NC12)N1CCOCC1)NN=CC1=CC(=CC=C1)C (8-(3-methoxyphenyl)-4-(2-(3-methylbenzylidene)hydrazinyl)quinazolin-2-yl)morpholine